C1(CC1)C=1N=NN(C1)[C@@H](C(=O)N1[C@H](C[C@@H](C1)O)C(=O)NC1C(C(C1)N(C)C)(C)C)C(C)(C)C (2R,4S)-1-[(2R)-2-(4-cyclopropyltriazol-1-yl)-3,3-dimethyl-butanoyl]-N-[3-(dimethylamino)-2,2-dimethyl-cyclobutyl]-4-hydroxy-pyrrolidine-2-carboxamide